C(C)(C)(C)OC(NCCCN[C@H](C(C)(C)C)C=1N(C=C(N1)C1=C(C=CC(=C1)F)F)CC1=CC=CC=C1)=O tert-Butyl-[3-({(1R)-1-[1-benzyl-4-(2,5-difluorophenyl)-1H-imidazol-2-yl]-2,2-dimethylpropyl}amino)propyl]carbamate